4-{4-[2-(trifluoromethyl)phenyl]piperazin-1-yl}benzoic acid FC(C1=C(C=CC=C1)N1CCN(CC1)C1=CC=C(C(=O)O)C=C1)(F)F